Tetra-isopropyl orthosilicate [Si](OC(C)C)(OC(C)C)(OC(C)C)OC(C)C